2-(tert-butoxycarbonylamino)-3-iodo-propanoate C(C)(C)(C)OC(=O)NC(C(=O)[O-])CI